ClC=1C=C(C=C(C1)Cl)C1=CC(=CC(=C1)CO)OC=1C=NC(=NC1)N1CCN(CC1)C(=O)OC(C)(C)C tert-Butyl 4-(5-((3',5'-dichloro-5-(hydroxymethyl)-[1,1'-biphenyl]-3-yl)oxy)pyrimidin-2-yl)piperazine-1-carboxylate